ClC=1C=C(C=C(C1)C#N)C(C)(C)C1=CC=C(OCC2=NC(=NC=C2)N2CCN(CC2)C2CN(CC2)CC2CN(C2)C(=O)OC(C)(C)C)C=C1 tert-butyl 3-((3-(4-(4-((4-(2-(3-chloro-5-cyanophenyl)propan-2-yl)phenoxy)methyl)pyrimidin-2-yl)piperazin-1-yl)pyrrolidin-1-yl)methyl)azetidine-1-carboxylate